FC1=CC=CC=C1 p-fluorobenzene